Methyl 6-bromo-2-chloro-3-methylpyridine-4-carboxylate BrC1=CC(=C(C(=N1)Cl)C)C(=O)OC